N-isopropylmethylamine, Formate salt C(=O)O.C(C)(C)NC